FC1=CC=C2CNC(C2=C1)(C)C 6-fluoro-1,1-dimethylisoindoline